ClC(=C(CCl)Cl)Cl 1,1,2,3-tetrachloro-1-propene